C(CCCCC(C)C)OC(C(=C)C#N)=O isooctyl-α-cyanoacrylate